6-chloro-3-(3-methyl-2-oxopentylidene)-2,3-dihydro-1H-indol-2-one ClC1=CC=C2C(C(NC2=C1)=O)=CC(C(CC)C)=O